1,10-bis(2-oxocyclohexyl)-1,10-decanedione O=C1C(CCCC1)C(CCCCCCCCC(=O)C1C(CCCC1)=O)=O